3-methylimidazolium chloride [Cl-].C[N+]1=CNC=C1